methyl 4-(4-((3-ethyl-9-fluoro-2-oxo-2,3-dihydro-1H-pyrimido[4,5,6-de]quinazolin-8-yl)methyl)piperazin-1-yl)-3-fluorobenzoate C(C)N1C(NC2=C(C(=CC=3C2=C1N=CN3)CN3CCN(CC3)C3=C(C=C(C(=O)OC)C=C3)F)F)=O